CN1C(N(CC=2C1=NC(=NC2)SC)C2[C@H]1C(N(CC2)C(=O)OC(C)(C)C)CCC1)=O tert-butyl (4aS)-4-(1-methyl-7-methylsulfanyl-2-oxo-4H-pyrimido[4,5-d]pyrimidin-3-yl)-2,3,4,4a,5,6,7,7a-octahydrocyclopenta[b]pyridine-1-carboxylate